C1(C=CC=C1)[Zr](OC1=CC=CC=C1)(OC1=CC=CC=C1)C1C=CC=C1 bis(cyclopentadienyl)bis(phenoxy)zirconium